1,3-Butadiene-1,1,2,3,4,4-hexacarbonitrile C(=C(C(=C(C#N)C#N)C#N)C#N)(C#N)C#N